O1C(=CC=C1)C(C)(C)C=1OC=CC1 2,2-difuranyl-propane